ClC=1C=C2C(=CC1)NC(C21CCN(CC1)C(C([2H])([2H])OC=1C=NC=2N(C(CCC2C1)=O)C1CC(C1)(C)O)([2H])[2H])=O 5-chloro-1'-[2-({7-oxo-8-[(cis)-3-hydroxy-3-methylcyclobutyl]-5,6-dihydro-1,8-naphthyridin-3-yl}oxy)(1,1,2,2-2H4)ethyl]-1H-spiro[indole-3,4'-piperidin]-2-one